(4,6-dichloro-1H-indol-2-yl)methyl-1,8-diazaspiro[4.5]decane ClC1=C2C=C(NC2=CC(=C1)Cl)CN1CCCC12CCNCC2